(4-amino-2-hydroxyphenyl)(2-hydroxy-4-nitrophenyl)methanone NC1=CC(=C(C=C1)C(=O)C1=C(C=C(C=C1)[N+](=O)[O-])O)O